CN1N=CC(=C1C(=O)O)C1=NC=C(C=C1)NS(=O)(=O)C 1-methyl-4-(5-(methylsulfonylamino)pyridin-2-yl)-1H-pyrazole-5-carboxylic acid